tert-butyl (endo)-5-((3-amino-7-bromo-6-(2-cyanoethyl)-2-(3-(dimethylamino)azetidin-1-yl)-8-fluoroquinolin-4-yl)amino)-2-azabicyclo[2.1.1]hexane-2-carboxylate NC=1C(=NC2=C(C(=C(C=C2C1NC1C2CN(C1C2)C(=O)OC(C)(C)C)CCC#N)Br)F)N2CC(C2)N(C)C